C(C)(C)(C)OC(=O)N1[C@H]2CN(C[C@@H]1CC2)C2=CC(=NC1=CC(=CN=C21)Br)Cl.CNC(C=CC=2SC=CC2)=O N-methyl-3-(thiophen-2-yl)acrylamide tert-butyl-(1R,5S)-3-(7-bromo-2-chloro-1,5-naphthyridin-4-yl)-3,8-diazabicyclo[3.2.1]octane-8-carboxylate